NCC(=O)NCC(=O)O (2-Aminoacetamido)acetic acid